ClC1=C(C=CC=C1)C1=NC(=NC(=N1)C1=CC=CC=C1)C1=CC=CC=C1 2-(2-Chlorophenyl)-4,6-diphenyl-1,3,5-triazine